C(C)C1=NOC(=N1)C(N1C[C@@H](N(C[C@@H]1C)C1=CC(N(C=2C=CC(=NC12)C#N)C)=O)C)C1=CC=C(C=C1)F |&1:13| 8-[(2S,SR)-4-[(3-ethyl-1,2,4-oxadiazol-5-yl)(4-fluorophenyl)methyl]-2,5-dimethylpiperazin-1-yl]-5-methyl-6-oxo-5,6-dihydro-1,5-naphthyridine-2-carbonitrile